ClC=1C(N(C(=CC1OCC1=C(C(=CC=C1)F)F)C)C1=CC(=NC=C1C)N1C(C(=CC=C1)C(C)(C)O)=O)=O 3''-chloro-4''-((2,3-difluorobenzyl)oxy)-3-(2-hydroxypropan-2-yl)-5',6''-dimethyl-2H,2''H-[1,2':4',1''-terpyridine]-2,2''-dione